[NH3+][C@@H]1[C@@H](CC2=CC=CC=C12)OCCS(=O)(=O)CCOC1CC2=CC=CC=C2C1 (1S,2R)-2-{2-[(2-{[(1S,2R)-1-Ammonio-2,3-dihydro-1H-inden-2-yl]oxy}ethyl)sulfonyl]ethoxy}-2,3-dihydro-1H-inden